N-[3-[2,5-bis(difluoromethoxy)phenyl]-1-[[2-[(1-methylazetidin-3-yl)methyl]tetrazol-5-yl]methyl]pyrazol-4-yl]pyrazolo[1,5-a]pyrimidine-3-carboxamide FC(OC1=C(C=C(C=C1)OC(F)F)C1=NN(C=C1NC(=O)C=1C=NN2C1N=CC=C2)CC=2N=NN(N2)CC2CN(C2)C)F